C1(=CC=CC=C1)[C@@H](C)NC=1C2=C(N=CN1)NC=C2 N-[1(R)-phenylethyl]-7H-pyrrolo[2,3-D]pyrimidin-4-amine